FC1=CC(=C(OC2=C(C(=O)NC3=CC(NC=C3)=O)C=C(C(=C2)C(F)(F)F)C2(CC2)F)C=C1)C 2-(4-fluoro-2-methylphenoxy)-5-(1-fluorocyclopropyl)-N-(2-oxo-1,2-dihydropyridin-4-yl)-4-(trifluoromethyl)benzamide